C(C1=CC=CC=C1)OC1=C(C=C(C=C1)O[Si](C)(C)C(C)(C)C)C[C@H](C(=O)OC(C)(C)C)O (R)-tert-butyl 3-(2-(benzyloxy)-5-((tert-butyldimethylsilyl)oxy)phenyl)-2-hydroxypropanoate